CC=1C=CC(=NC1)C=1C=C2C=NC=NC2=CC1 6-(5-methyl-2-pyridyl)quinazolin